5-(4-Fluorophenyl)-6-methyl-N-[4-[(6-methyl-7-pyridin-3-yl-1,5-naphthyridin-4-yl)oxy]phenyl]-4-oxo-1-propan-2-ylpyridine-3-carboxamide hydrochloride Cl.FC1=CC=C(C=C1)C=1C(C(=CN(C1C)C(C)C)C(=O)NC1=CC=C(C=C1)OC1=CC=NC2=CC(=C(N=C12)C)C=1C=NC=CC1)=O